4-(4-chloro-2-fluorophenyl)-6-((2S)-2-(1-cyclopropyl-1H-pyrazol-4-yl)-4-morpholinyl)-2-methyl-2,3-dihydro-1H-pyrrolo[3,4-c]pyridin-1-one ClC1=CC(=C(C=C1)C1=NC(=CC2=C1CN(C2=O)C)N2C[C@@H](OCC2)C=2C=NN(C2)C2CC2)F